(1R)-N-(7-chloro-6-((3R,4S)-3-fluoro-1-(4-hydroxy-3-methyltetrahydrofuran-3-yl)piperidin-4-yl)isoquinolin-3-yl)-6-oxaspiro[2.5]octane-1-carboxamide ClC1=C(C=C2C=C(N=CC2=C1)NC(=O)[C@@H]1CC12CCOCC2)[C@H]2[C@H](CN(CC2)C2(COCC2O)C)F